6-[4-[acetyl-(cyclopropylmethyl)amino]-3-chloro-phenyl]-N-[(5-fluoro-3-pyridyl)methyl]pyridine-3-carboxamide C(C)(=O)N(C1=C(C=C(C=C1)C1=CC=C(C=N1)C(=O)NCC=1C=NC=C(C1)F)Cl)CC1CC1